propylamino-2,3,4,5,6-pentafluorobenzamide C(CC)NNC(C1=C(C(=C(C(=C1F)F)F)F)F)=O